2-methylsulfonyl-7-[(3S,4R)-4-methyltetrahydrofuran-3-yl]pyrrolo[2,3-d]pyrimidine-6-carbonitrile CS(=O)(=O)C=1N=CC2=C(N1)N(C(=C2)C#N)[C@@H]2COC[C@@H]2C